OC12OC3=C(C1(C(C1=CC=CC(=C12)[N+](=O)[O-])=O)O)C=CC(=C3)C(C)C 4b,9b-Dihydroxy-7-isopropyl-4-nitro-4b,9b-dihydro-10H-indeno[1,2-b]benzofuran-10-one